F[C@H]1CN(CC[C@H]1NC=1N=C(C2=C(N1)NC=C2C2=NC=1N(C=C2)N=CC1)NC)C1COC1 N2-((3S,4R)-3-fluoro-1-(oxetan-3-yl)piperidin-4-yl)-N4-methyl-5-(pyrazolo[1,5-a]pyrimidin-5-yl)-7H-pyrrolo[2,3-d]pyrimidine-2,4-diamine